N(=[N+]=[N-])[C@H]1[C@@H]([Se]C2=CC=CC=C2)O[C@@H]([C@@H]([C@@H]1O)O)CO Phenyl 2-azido-2-deoxy-1-seleno-α-D-galactopyranoside